sodium nitrilo triacetate C(C)(=O)ON(OC(C)=O)OC(C)=O.[Na]